C(C)(C)(C)OC(=O)N1CC(C1)(OC([2H])([2H])[2H])C1=CC=C(C=C1)Cl 3-(4-chlorophenyl)-3-(methoxy-d3)azetidine-1-carboxylic acid tert-butyl ester